(12R)-12-methyl-18-(oxan-2-yl)-9,13-dioxa-4,5,18,19-tetraazatetracyclo[12.5.2.12,5.017,20]docosa-1(19),2(22),3,14(21),15,17(20)-hexaene C[C@@H]1CCOCCCN2N=CC(C3=NN(C=4C=CC(O1)=CC34)C3OCCCC3)=C2